C(C)(C)(C)[Si](C)(C)OCCCI tert-butyl-(3-iodopropoxy)dimethylsilane